CN1N=CC(=N1)C1=NC=CC(=C1)C1=NOC(=N1)C(F)(F)F 3-(2-(2-methyl-2H-1,2,3-triazol-4-yl)pyridin-4-yl)-5-(trifluoromethyl)-1,2,4-oxadiazole